CS(=O)(=O)C1=CC=C(C=C1)[N+](=O)[O-] (methylsulfonyl)-4-nitrobenzene